NC=1N=NC(=CC1N1CCN(C2(CC2)C1)C=1C=C(C=CC1)CN1CCN(CC1)C(=O)OCC1=CC=CC=C1)Cl benzyl 4-[[3-[7-(3-amino-6-chloro-pyridazin-4-yl)-4,7-diazaspiro[2.5]octan-4-yl]phenyl]methyl]piperazine-1-carboxylate